C(C)(C)(C)N[SiH](NC(C)(C)C)NC(C)(C)C N,N',N''-tri-t-butylsilanetriamine